(4S)-7-((2-bromo-9-fluoro-7-(hydroxymethyl)-1-carbonyl-6,7-dihydro-1H,5H-pyrido[3,2,1-ij]quinolin-3-yl)methyl)-4-ethyl-4-hydroxy-1,7-dihydro-3H-pyrano[3,4-c]pyridine-3,8(4H)-dione BrC1=C(N2C3=C(C=C(C=C3C1=C=O)F)C(CC2)CO)CN2C(C1=C(C=C2)[C@@](C(OC1)=O)(O)CC)=O